(S)-1-((S)-1-(3-Chloro-5-fluoro-2-((4-methoxyphenoxy)methyl)phenyl)ethyl)-3,4-dimethylpiperazine-2,5-dione ClC=1C(=C(C=C(C1)F)[C@H](C)N1C([C@@H](N(C(C1)=O)C)C)=O)COC1=CC=C(C=C1)OC